8-acetyl-6-methyl-2-(2-methylindazol-5-yl)chromen-4-one C(C)(=O)C=1C=C(C=C2C(C=C(OC12)C1=CC2=CN(N=C2C=C1)C)=O)C